CC(=O)C1=CC(=CC(=C1)Cl)Cl 3,5-dichloroacetophenone